CC=1C(=C(C=C(C1)C(F)(F)F)O)C=1C=CC=2C(=NC(=CN2)[C@H]2CNCCC2)N1 3-methyl-2-[3-[(3R)-3-piperidyl]pyrido[2,3-b]pyrazin-6-yl]-5-(trifluoromethyl)phenol